ClC1=CC=C(C=C1)C1=C(C=CC=C1)I 4'-chloro-2-iodo-1,1'-biphenyl